tert-butyl (1-(5-((diphenylmethylene)amino)pyridin-3-yl)-2-methoxyethyl)(methyl)carbamate C1(=CC=CC=C1)C(C1=CC=CC=C1)=NC=1C=C(C=NC1)C(COC)N(C(OC(C)(C)C)=O)C